N-[[4-[1-(2,6-dioxo-3-piperidyl)-3-methyl-2-oxo-benzimidazol-5-yl]cyclohex-3-en-1-yl]methyl]-5-fluoro-7-hydroxy-6-(1,1,4-trioxo-1,2,5-thiadiazolidin-2-yl)naphthalene-2-carboxamide O=C1NC(CCC1N1C(N(C2=C1C=CC(=C2)C2=CCC(CC2)CNC(=O)C2=CC1=CC(=C(C(=C1C=C2)F)N2S(NC(C2)=O)(=O)=O)O)C)=O)=O